C(#N)C1=CC(=NC(=N1)N1C=NC=C1)C(=O)NC1CCC(CC1)OCCOC 6-cyano-2-(1H-imidazol-1-yl)-N-((1r,4r)-4-(2-methoxyethoxy)cyclohexyl)pyrimidine-4-carboxamide